O=C(COC1=C(C=CC=C1)C12C3C(C(C4C(NC(C14)=O)=O)C=C2)C3)C3=CC=C(C=C3)OCC#C 4-(2-(Oxo-2-(4-(prop-2-yn-1-yloxy)phenyl)ethoxy)phenyl)-4,4a,5,5a,6,6a-hexahydro-4,6-ethenocyclopropa[f]isoindole-1,3(2H,3aH)-dione